(S)-N-cyano-N'-((1,2,3,5,6,7-hexahydro-s-indacen-4-yl)carbamoyl)-2-(2-hydroxypropan-2-yl)thiazole-5-sulfonimidamide C(#N)N[S@@](=O)(=NC(NC1=C2CCCC2=CC=2CCCC12)=O)C1=CN=C(S1)C(C)(C)O